COC(C1=C(C(=CC(=C1)Br)F)O[C@H]1[C@H](CC1)OCC1=CC=CC=C1)=O 2-(Cis-(1R,2S)-2-(benzyloxy)cyclobutoxy)-5-bromo-3-fluorobenzoic acid methyl ester